C12C=C(CC(CC1)N2)C=2C=C1CN(C(C1=CC2)=O)C2C(NC(CC2)=O)=O 3-(5-(8-azabicyclo[3.2.1]oct-2-en-3-yl)-1-oxoisoindolin-2-yl)piperidine-2,6-dione